6-heptoxymethoxy-1,3-dimethylhexyllithium C(CCCCCC)OCOCCCC(CC(C)[Li])C